ferroceneol [C-]1(C=CC=C1)O.[CH-]1C=CC=C1.[Fe+2]